N-ethyl-N'-(5-fluoro-4-(3-((5-fluoro-2-methylbenzyl)oxy)oxetan-3-yl)-2-methylphenyl)-N-methylformimidamide C(C)N(C=NC1=C(C=C(C(=C1)F)C1(COC1)OCC1=C(C=CC(=C1)F)C)C)C